BrC=1C=C(C=CC1)NC(NC1=C(C(=O)NCCO)C=CC(=C1)OC(F)(F)F)=O 2-[3-(3-bromophenyl)ureido]-4-trifluoromethoxy-N-(2-hydroxy-ethyl)benzamide